4-(3-(3,4-Dihydro-2H-benzo[b][1,4]oxazin-6-yl)imidazo[1,2-a]pyrimidin-2-yl)pyridin-2-amine O1C2=C(NCC1)C=C(C=C2)C2=C(N=C1N2C=CC=N1)C1=CC(=NC=C1)N